2-[(di-tert-butoxycarbonylamino)methyl]oxazole tertbutyl-(2-oxo-1-(4-(trifluoromethyl)phenyl)-1,2,3,4-tetrahydroquinolin-3-yl)carbamate C(C)(C)(C)N(C(O)=O)C1C(N(C2=CC=CC=C2C1)C1=CC=C(C=C1)C(F)(F)F)=O.C(C)(C)(C)OC(=O)N(C(=O)OC(C)(C)C)CC=1OC=CN1